2-methyl-5-pyridin-2-yl-1,3-thiazole-4-carboxylic acid CC=1SC(=C(N1)C(=O)O)C1=NC=CC=C1